4-(2,2-difluoroethoxy)benzonitrile FC(COC1=CC=C(C#N)C=C1)F